3-((4-(3,3-dimethyl-4-(piperidin-4-ylmethyl)piperazin-1-yl)-3,5-difluorophenyl)amino)piperidine-2,6-dione CC1(CN(CCN1CC1CCNCC1)C1=C(C=C(C=C1F)NC1C(NC(CC1)=O)=O)F)C